5,7-dichloro-1,2,3,4-tetrahydroisoquinoline-6-carboxylate ClC1=C2CCNCC2=CC(=C1C(=O)[O-])Cl